C(#N)C=1C=C(C=CC1S(=O)(=O)C1=CC(=CC(=C1)F)F)NC(OC1=CC=CC=C1)=O phenyl (3-cyano-4-((3,5-difluorophenyl)sulfonyl)phenyl)carbamate